6-(2,2-difluoro-1,3-benzodioxol-5-yl)-5-[4-[(3S)-1-(3-fluoropropyl)pyrrolidin-3-yl]oxyphenyl]-8,9-dihydro-7H-benzo[7]annulen-2-ol FC1(OC2=C(O1)C=CC(=C2)C2=C(C1=C(CCC2)C=C(C=C1)O)C1=CC=C(C=C1)O[C@@H]1CN(CC1)CCCF)F